C(=O)O.N[C@H](CC1=C(C=2N=C(N=C(C2S1)NCC=1SC=CC1)C#N)Br)C 6-[(2S)-2-aminopropyl]-7-bromo-4-{[(thiophen-2-yl)methyl]amino}thieno[3,2-d]pyrimidine-2-carbonitrile formate